C(C)N1CC(CC1=O)C(=O)NCC1=CC=C(C=C1)NC1=CC=C(C=C1)N1CCC(CC1)C(F)(F)F 1-Ethyl-5-oxo-N-(4-((4-(4-(trifluoromethyl)piperidin-1-yl)phenyl)amino)benzyl)pyrrolidine-3-carboxamide